The molecule is a (2R)-2-hydroxy monocarboxylic acid consisting of lactic acid having a sulfanyl group at the 3-position. It has a role as a mouse metabolite. It is a (2R)-2-hydroxy monocarboxylic acid and a thiol. It is a conjugate acid of a 3-mercaptolactate. C([C@@H](C(=O)O)O)S